COC(=O)C1CCN(CC1)C1CCC2=CC(=CC(=C12)C)OCC1=C(C=CC=C1Cl)Cl.C(C)OC1=C(C=C(C=C1CC=C)CC=C)CC=C 2-ethoxy-1,3,5-tris(prop-2-enyl)benzene methyl-1-(5-((2,6-dichlorobenzyl)oxy)-7-methyl-2,3-dihydro-1H-inden-1-yl)piperidine-4-carboxylate